17β-hydroxyandrosta-4,6-dien-3-one O[C@@H]1[C@]2(C)[C@@H](CC1)[C@@H]1C=CC3=CC(CC[C@]3(C)[C@H]1CC2)=O